C(C)(C)OC=1C=C2C(=NN(C2=CC1)C1OCCCC1)C1=NC=CC(=N1)C1=NN(C=C1)CC(C(=O)N)C 3-[3-[2-(5-isopropoxy-1-tetrahydropyran-2-yl-indazol-3-yl)pyrimidin-4-yl]pyrazol-1-yl]-2-Methyl-propanamide